CC(C(=O)[O-])C 2-methylpropanoate